C(\C=C\C(=O)O)(=O)O.N1(C=NC=C1)CCOC1=C(C(=O)O)C=CC=C1OC (2-(1H-imidazol-1-yl)ethoxy)-3-methoxybenzoic acid fumarate